FC1=CC=C(C=C1)C(=O)N1[C@@H](C=2N(CC1)C(=NN2)C=2NC(=CC2)SC)C (R)-(4-Fluorophenyl)(8-methyl-3-(5-methylthioazol-2-yl)-5,6-dihydro-[1,2,4]triazolo[4,3-a]pyrazin-7(8H)-yl)methanone